lithium ammonium bis(fluorosulfonate) FS(=O)(=O)[O-].FS(=O)(=O)[O-].[NH4+].[Li+]